ClCC1=CC=CC=2C=3N(C(=NC12)N[C@H]1C(NCCCC1)=O)N=C(N3)C3=CC=C(C=C3)OC (3R)-3-{[7-(chloromethyl)-2-(4-methoxyphenyl)[1,2,4]triazolo[1,5-c]quinazolin-5-yl]amino}azepan-2-one